C(C)(C)(C)OC(C(C1=C(C(=CC=C1)C)C1CCC(CC1)OC(F)(F)F)N(CCC(C1=CC(=CC=C1)Cl)C1(CCN(CC1)C(=O)OC(C)(C)C)F)C)=O Tert-butyl 4-(3-((2-(tert-butoxy)-1-(3-methyl-2-((1r,4r)-4-(trifluoromethoxy)cyclohexyl)-phenyl)-2-oxoethyl)(methyl)amino)-1-(3-chlorophenyl)propyl)-4-fluoropiperidine-1-carboxylate